2,5-dimethyl-terephthalic acid CC1=C(C(=O)O)C=C(C(=C1)C(=O)O)C